5-(4-((4-cyclopropylpyrimidin-5-yl)methoxy)phenyl)-2-oxo-6-(trifluoromethyl)-1,2-dihydropyridine-3-carboxamide C1(CC1)C1=NC=NC=C1COC1=CC=C(C=C1)C=1C=C(C(NC1C(F)(F)F)=O)C(=O)N